(R)-(+)-2-pyridone N1C(C=CC=C1)=O